1-N'-[2,5-difluoro-4-[6-methoxy-7-(3-morpholin-4-ylpropoxy)pyrido[3,2-d]pyrimidin-4-yl]oxyphenyl]-1-N-(4-fluorophenyl)cyclopropane-1,1-dicarboxamide FC1=C(C=C(C(=C1)OC=1C2=C(N=CN1)C=C(C(=N2)OC)OCCCN2CCOCC2)F)NC(=O)C2(CC2)C(=O)NC2=CC=C(C=C2)F